C1(=CC=CC=C1)\C=C(/CC)\[C@H]1[C@@H](C1)NC1CC2(CNC2)C1 6-(((1R,2S)-2-((E)-1-phenylbut-1-en-2-yl)cyclopropyl)amino)-2-azaspiro[3.3]heptane